N(CC(=O)OC1CC(NC(C1)(C)C)(C)C)(CC(=O)OC1CC(NC(C1)(C)C)(C)C)CC(=O)OC1CC(NC(C1)(C)C)(C)C tris(2,2,6,6-tetramethyl-4-piperidyl) nitrilotri-acetate